C(C)(C)(C)OC(CO[C@@H]1C[C@@H](CC1)OC(F)(F)F)=O Cis-2-[3-(trifluoromethoxy)cyclopentyloxy]acetic acid tert-butyl ester